[Br-].C(C)(C)N1C(C(C2=CC=CC=C12)[N+]1=CC(=CC=C1)C(=O)OC)=O 1-(2,3-dihydro-1-isopropyl-2-oxo-1H-indol-3-yl)-3-(methoxycarbonyl)-pyridinium bromide